(3-Methoxy-4-nitrophenyl)(methyl)sulfane tert-butyl-4-[2-(7-fluoro-2-methylindazol-5-yl)thieno[2,3-d][1,3]thiazol-5-yl]-2-methyl-5,6-dihydro-2H-pyridine-1-carboxylate C(C)(C)(C)OC(=O)N1C(C=C(CC1)C1=CC2=C(N=C(S2)C2=CC3=CN(N=C3C(=C2)F)C)S1)C.COC=1C=C(C=CC1[N+](=O)[O-])SC